ClCCN(C1=CC2=C(N(C(=N2)CCCC(=O)O)C)C=C1)CCO 4-(5-((2-chloroethyl)(2-hydroxyethyl)amino)-1-methyl-1H-benzo[d]imidazol-2-yl)butanoic acid